The molecule is an alpha-amino-acid cation obtained by protonation of both amino groups of lysine. It is a conjugate acid of a lysinium(1+). C(CC[NH3+])CC(C(=O)O)[NH3+]